(2-naphthyl)-phenol C1=C(C=CC2=CC=CC=C12)C1=C(C=CC=C1)O